ClC1=C(C(=O)NC(C2=CC=NC=C2)=N)C(=CN=C1)Cl 3,5-dichloro-N-(imino(pyridin-4-yl)methyl)isonicotinamide